C(C)OC(=O)C=1C(=NN2C1N=C(C=C2)C)C2=C(C=CC=C2)F 2-(2-fluorophenyl)-5-methylpyrazolo[1,5-a]pyrimidine-3-carboxylic acid ethyl ester